sodium vanadium iron manganese pyrophosphate [O-]P([O-])(=O)OP(=O)([O-])[O-].[Mn+2].[Fe+2].[V+5].[Na+]